C(C)N(C1=CC(=CC=C1)OC)CC(CS(=O)(=O)O)C(=O)O.[Na] sodium N-ethyl-N-(2-carboxy-3-sulfopropyl)-3-methoxyaniline